C(C=C)[C@@]1(NCCN(C1=O)C(C1=CC=CC=C1)=O)CNC(OC(C)(C)C)=O tert-butyl (R)-((2-allyl-4-benzoyl-3-oxopiperazin-2-yl)methyl)carbamate